C(C)(C)(C)OC(=O)N1CCN(CC1)C1=CC2=C(NC(N2C2COC2)=O)C=C1F 4-(6-fluoro-3-(oxetan-3-yl)-2-oxo-2,3-dihydro-1H-benzo[d]imidazol-5-yl)piperazine-1-carboxylic acid tert-butyl ester